N-methyl-1-(3-methylbenzo[b]thiophen-2-yl)methylamine CNCC1=C(C2=C(S1)C=CC=C2)C